C(CCCCC(=O)O)(=O)O.N1=CN=C2NC=NC2=C1N[C@@H](CC)C=1OC2=CC=CC=C2C(C1C1=CC(=CC=C1)F)=O (S)-2-(1-(9H-purin-6-ylamino)propyl)-3-(3-fluorophenyl)-4H-chromen-4-one adipate